CC=1C=CC(=C(C1)C=1C(=C(C(=CC1O)CCCCC)S(=O)(=O)N1CCN(CC1)C)O)C(=C)C 5'-methyl-3-((4-methylpiperazin-1-yl)sulfonyl)-4-pentyl-2'-(prop-1-en-2-yl)-[1,1'-biphenyl]-2,6-diol